3-[5-(2-amino-9H-purin-6-yl)-1-oxo-2,3-dihydro-1H-isoindol-2-yl]piperidine-2,6-dione NC1=NC(=C2N=CNC2=N1)C=1C=C2CN(C(C2=CC1)=O)C1C(NC(CC1)=O)=O